CN(CCC1=CC=C(C=C1)NC(=O)C1=C(C=C(C(=O)O)C=C1)NC(=O)C=1C=NC2=CC=CC=C2C1)CC=1C=C2C=NN(C2=CC1)C 4-((4-(2-(Methyl((1-methyl-1H-indazol-5-yl)methyl)amino)ethyl)phenyl)carbamoyl)-3-(quinoline-3-carboxamido)benzoic acid